5-thio-2-nitrobenzoic acid C1=CC(=C(C=C1S)C(=O)O)[N+](=O)[O-]